(2-(((4-aminobutyl)amino)methyl)phenyl)boronic acid NCCCCNCC1=C(C=CC=C1)B(O)O